(3S,4S)-4-{[5-(2,4-difluoro-phenyl)-isoxazole-3-carbonyl]-amino}-1-((1S,2R)-2-hydroxy-1-methyl-propyl)-piperidine-3-carboxylic acid methyl-phenethyl-amide CN(C(=O)[C@H]1CN(CC[C@@H]1NC(=O)C1=NOC(=C1)C1=C(C=C(C=C1)F)F)[C@H]([C@@H](C)O)C)CCC1=CC=CC=C1